2-[1-(Azetidin-3-yl)pyrazol-4-yl]-8-chloro-7-[(2-methyl-3H-benzimidazol-5-yl)oxy]quinoxaline N1CC(C1)N1N=CC(=C1)C1=NC2=C(C(=CC=C2N=C1)OC1=CC2=C(N=C(N2)C)C=C1)Cl